CN(CCN(C1=CC(=C(C=C1[N+](=O)[O-])NC(=N)N)OC)C)C 1-(4-((2-(dimethylamino)ethyl)(methyl)amino)-2-methoxy-5-nitrophenyl)guanidine